D-N4-hydroxycytidineisostearyl-ascorbic acid disodium [Na].[Na].ONC1=NC(N([C@]2([C@H](O)[C@H](O)[C@@H](CO)O2)CC(CCCCCCCCCCCCCCC[C@]2(C(=C(C(=O)O2)O)O)[C@@H](O)CO)C)C=C1)=O